[(4S)-2,2-dimethyl-4-(2-triisopropylsilylethynyl)-1,3-dioxolan-4-yl]methanol CC1(OC[C@](O1)(C#C[Si](C(C)C)(C(C)C)C(C)C)CO)C